(5S)-N-(2,4-dichlorobenzyl)-5-fluoro-8-((2-hydroxyethyl)thio)-5,6,7,8-tetrahydroquinoline-5-carboxamide ClC1=C(CNC(=O)[C@]2(C=3C=CC=NC3C(CC2)SCCO)F)C=CC(=C1)Cl